(1R)-1-[5-(7-amino-2,6-naphthyridin-3-yl)-4-methylpyridin-2-yl]butan-1-ol NC1=NC=C2C=C(N=CC2=C1)C=1C(=CC(=NC1)[C@@H](CCC)O)C